1-(2-chloro-phenyl)-2,2,2-trifluoroethanamine ClC1=C(C=CC=C1)C(C(F)(F)F)N